2-(2,6-dioxopiperidin-3-yl)-1-oxo-N-((S)-2,2,2-trifluoro-1-(2-fluorophenyl)ethyl)isoindoline-5-carboxamide O=C1NC(CCC1N1C(C2=CC=C(C=C2C1)C(=O)N[C@H](C(F)(F)F)C1=C(C=CC=C1)F)=O)=O